3'-oxotetrahydro-3'h-spiro[piperidine-4,2'-pyrrolo[2,1-b]oxazole]-1,5'-dicarboxylic acid 1-(tert-butyl) ester 5'-methyl ester COC(=O)C1CCC2OC3(C(N21)=O)CCN(CC3)C(=O)OC(C)(C)C